(R)-(1-(6-aminopyridin-3-yl)pyrrolidin-3-yl)methanol NC1=CC=C(C=N1)N1C[C@@H](CC1)CO